C(C)(=O)O[C@H]1C[C@H]([C@@]2(CC[C@H]3C(C=CC[C@@H]3[C@H]2C1=O)=O)C)C(=O)OC methyl (1R,3S,4aR,4bS,8aR,10aR)-3-acetoxy-10a-methyl-4,8-dioxo-1,2,3,4,4a,4b,5,8,8a,9,10,10a-dodecahydrophenanthrene-1-carboxylate